4-chloro-6-(4-fluoro-2,6-dimethyl-phenyl)pyrimidin-2-amine ClC1=NC(=NC(=C1)C1=C(C=C(C=C1C)F)C)N